4-(((9-((2R,4S,5R)-4-((tert-butyldimethylsilyl)oxy)-5-((((R)-chloro(dimethylamino)phosphoryl)oxy)methyl)tetrahydrofuran-2-yl)-2-isobutyramido-9H-purin-6-yl)oxy)methyl)phenyl pivalate C(C(C)(C)C)(=O)OC1=CC=C(C=C1)COC1=C2N=CN(C2=NC(=N1)NC(C(C)C)=O)[C@@H]1O[C@@H]([C@H](C1)O[Si](C)(C)C(C)(C)C)CO[P@](=O)(N(C)C)Cl